tert-butyl 2-((3-cyclohexyl-1,2,4-oxadiazol-5-yl)methyl)acrylate C1(CCCCC1)C1=NOC(=N1)CC(C(=O)OC(C)(C)C)=C